CC1=C(C=2N(C=C1C1=C(C3=NC(=CC=C3N1)C1CCC(CC1)N1CCS(CC1)(=O)=O)C(C)C)N=CN2)C 4-(4-(2-(7,8-dimethyl-[1,2,4]triazolo[1,5-a]pyridin-6-yl)-3-isopropyl-1H-pyrrolo[3,2-b]pyridin-5-yl)cyclohexyl)thiomorpholine 1,1-dioxide